ethyl 2-(7-(5-(trifluoromethyl)-1,2,4-oxadiazol-3-yl)imidazo[1,2-a]pyridin-2-yl)acetate FC(C1=NC(=NO1)C1=CC=2N(C=C1)C=C(N2)CC(=O)OCC)(F)F